C(C)[C@@H]1N(C[C@H](N(C1)[C@@H](CCC)C1=CC=C(C=C1)C(F)(F)F)CC)C=1C2=C(N(C(N1)=O)C)C=CC(=N2)C#N 4-((2S,5R)-2,5-diethyl-4-((S)-1-(4-(trifluoromethyl)phenyl)butyl)piperazin-1-yl)-1-methyl-2-oxo-1,2-dihydropyrido[3,2-d]pyrimidine-6-carbonitrile